(3S,4S)-1-(4-(((S)-3-(butylamino)-2-heptanamido-3-oxopropyl)carbamoyl)benzoyl)-N3,N4-bis((1S,2R)-2-phenylcyclopropyl)pyrrolidine-3,4-dicarboxamide C(CCC)NC([C@H](CNC(=O)C1=CC=C(C(=O)N2C[C@H]([C@@H](C2)C(=O)N[C@@H]2[C@H](C2)C2=CC=CC=C2)C(=O)N[C@@H]2[C@H](C2)C2=CC=CC=C2)C=C1)NC(CCCCCC)=O)=O